(S)-hydroxy-peroxyoctadecadienoic acid OC(C(=O)OO)=CC=CCCCCCCCCCCCCC